N1=CC=CC=2CN(CCC12)C1(CCC1)C#N 7,8-dihydro-1,6-naphthyridin-6(5H)-yl-cyclobutane-1-carbonitrile